(2R)-3-[(4-methoxyphenyl)methoxy]-2-methyl-propan-1-ol COC1=CC=C(C=C1)COC[C@@H](CO)C